4-(2-cyclohexylethyl)-piperazin C1(CCCCC1)CCN1CCNCC1